[Si](C)(C)(C(C)(C)C)OC[C@H]1COCCCN1C=1C2=C(N=C(N1)SC)C(=C(OC2=O)C=2C=C(C=C1C=CC=C(C21)C#N)OCOC)C 8-{4-[(3R)-3-{[(tert-butyldimethylsilyl)oxy]methyl}-1,4-oxazepan-4-yl]-8-methyl-2-(methylsulfanyl)-5-oxopyrano[4,3-d]pyrimidin-7-yl}-6-(methoxymethoxy)naphthalene-1-carbonitrile